CC1COCCC12CC1NN3C(C(N1C2)=O)=CC(C=C3)=O 3-methyl-2,3,3a',4',5,6-hexahydro-1'H,3'H-spiro[pyran-4,2'-pyrido[2,1-f]pyrrolo[2,1-c][1,2,4]triazine]-8',10'-dione